CSC(C(=O)O)C 2-(methylthio)propionic acid